CC1(NC(NC=C1)=O)N 4-methylcytosine